2-(3',5'-dimethylbenzyl)-benzotriazole CC=1C=C(CN2N=C3C(=N2)C=CC=C3)C=C(C1)C